2-isopropyl-N-(1-(3,4,5-trimethoxyphenyl)-1H-imidazol-4-yl)pyrido[3,2-d]pyrimidin-4-amine C(C)(C)C=1N=C(C2=C(N1)C=CC=N2)NC=2N=CN(C2)C2=CC(=C(C(=C2)OC)OC)OC